4-(3-(piperazin-1-yl)propyl)piperazin-1-ylisoindoline-1,3-dione hydrochloride Cl.N1(CCNCC1)CCCN1CCN(CC1)N1C(C2=CC=CC=C2C1=O)=O